6-Chloro-3-[[(1R)-1-[6-methyl-4-oxo-2-phenyl-3-(trifluoromethyl)-chromen-8-yl]ethyl]amino]pyridine-2-carboxylic acid ClC1=CC=C(C(=N1)C(=O)O)N[C@H](C)C=1C=C(C=C2C(C(=C(OC12)C1=CC=CC=C1)C(F)(F)F)=O)C